2-[3-(5-{1-[(6,7-dimethoxy-2-methylquinazolin-4-yl)amino]ethyl}thiophen-3-yl)-1H-pyrazol-1-yl]ethanol COC=1C=C2C(=NC(=NC2=CC1OC)C)NC(C)C1=CC(=CS1)C1=NN(C=C1)CCO